BrC=1C=CC2=C(CNS2(=O)=O)C1C 5-bromo-4-methyl-2,3-dihydrobenzo[d]isothiazol 1,1-dioxide